COC(=O)C1=NC(=C(C=C1)NC1=C(C=CC(=C1)F)Cl)NC(C1=CC(=CC(=C1)C(F)(F)F)F)=O 5-[(2-chloro-5-fluorophenyl)amino]-6-[3-fluoro-5-(trifluoromethyl)benzamido]pyridine-2-carboxylic acid methyl ester